1-(1-(2-(2-oxa-6-azaspiro[3.3]heptan-6-yl)ethyl)-6-(4-fluorophenyl)-4-hydroxy-2-oxo-1,2-dihydro-1,8-naphthyridine-3-carboxamido)cyclohexane-1-carboxylic acid C1OCC12CN(C2)CCN2C(C(=C(C1=CC(=CN=C21)C2=CC=C(C=C2)F)O)C(=O)NC2(CCCCC2)C(=O)O)=O